γ-glycidyloxypropyl-trimethylsilane C(C1CO1)OCCC[Si](C)(C)C